1-(tert-butyl) 2-methyl (2S,3S,4S)-3-allyl-4-hydroxy-3-(3-hydroxypropyl)pyrrolidine-1,2-dicarboxylate C(C=C)[C@]1([C@H](N(C[C@H]1O)C(=O)OC(C)(C)C)C(=O)OC)CCCO